C1(CC1)C1=CC=C(C(=[NH+]1)CO)C1=CC=C(C=C1)C1(COC1)C(=O)NC1=CC=C(C=C1)F 3-[4-[6-cyclopropyl-2-(hydroxymethyl)pyridin-1-ium-3-yl]phenyl]-N-(4-fluorophenyl)oxetan-3-carboxamide